1-Methoxy-6-phenylhexan-2-ol COCC(CCCCC1=CC=CC=C1)O